(E)-3-(4-chlorophenyl)-1-(4-(6-(2-hydroxypropan-2-yl)pyrimidine-4-carbonyl)piperazin-1-yl)prop-2-en-1-one ClC1=CC=C(C=C1)/C=C/C(=O)N1CCN(CC1)C(=O)C1=NC=NC(=C1)C(C)(C)O